BrC1=CC2=C(N(C(N2C)=O)C)C=C1 5-bromo-1,3-dimethyl-1,3-dihydro-2H-benzimidazol-2-one